[Br-].OC1=C(C=C(C=C1)C)C(CC1=CCN(C=C1)C)C1=CC=C(C=C1)F 4-(2-(2-hydroxy-5-methylphenyl)-2-(4-fluorophenyl)ethyl)-1-methylpyridine bromide